C(C)OC(=O)C1=C(N=C(NC1=O)C1=CC=C(C=C1)C(C)(C)C)C 2-(4-(tert-butyl)phenyl)-4-methyl-6-oxo-1,6-dihydropyrimidine-5-carboxylic acid ethyl ester